N-benzyl-piperidine-4-one C(C1=CC=CC=C1)N1CCC(CC1)=O